[Fe+2].C(C)(C)N(C([S-])=S)C(C)C.C(C)(C)N(C([S-])=S)C(C)C diisopropyldithiocarbamate Iron